COC(=O)C=1N(C2=CC=C(C(=C2C1C)C=1C(=NN(C1C)C)CI)Cl)CCC(=O)OC 5-Chloro-4-(3-(iodomethyl)-1,5-dimethyl-1H-pyrazol-4-yl)-1-(3-methoxy-3-oxopropyl)-3-methyl-1H-indole-2-carboxylic acid methyl ester